8-(((cyclohexylmethyl)amino)methyl)-3,9-dihydroxybenzo[5,6]oxazepin C1(CCCCC1)CNCC1=C(C2=C(C=CC(=NO2)O)C=C1)O